Cl.CN(CCCOC=1C=C(C=CC1C(=O)NC1=CC(=C(C=C1)O)NS(=O)(=O)C)C1=CC=C(C=C1)C(F)(F)F)C 3-(3-(dimethylamino)propoxy)-N-(4-hydroxy-3-(methylsulfonylamino)phenyl)-4'-(trifluoromethyl)-[1,1'-biphenyl]-4-carboxamide hydrochloride